[C@@H]12OC[C@@H](N(C1)CC1(CC1)C(=O)OCC)C2 Ethyl 1-(((1S,4S)-2-oxa-5-azabicyclo[2.2.1]heptan-5-yl)methyl)cyclopropane-1-carboxylate